C[Si](CCCCCCCC[Si](C)(C)C)(CCCC)C 1-Dimethylbutylsilyl-8-trimethylsilyl-octane